(S)-3-(3-(1-methyl-4-oxo-2-oxo-1,2-dihydropyridin-3-yl)ureido)-3-(2'-methyl-6-(trifluoromethoxy)biphenyl-3-yl)propanoic acid CN1C(C(C(C=C1)=O)NC(N[C@@H](CC(=O)O)C=1C=C(C(=CC1)OC(F)(F)F)C1=C(C=CC=C1)C)=O)=O